F[C@@]1(C=2C=CC=NC2[C@H](CC1)O)C(=O)NCC1=C(C=CC=C1)CN1CCOCC1 (5S,8S)-5-fluoro-8-hydroxy-N-(2-(morpholinomethyl)benzyl)-5,6,7,8-tetrahydroquinoline-5-carboxamide